4-aminomethylpiperidine NCC1CCNCC1